2-[3-bromo-5-(2-methylprop-1-enyl)pyrazol-1-yl]Acetonitrile BrC1=NN(C(=C1)C=C(C)C)CC#N